C(C=C)COC(COCCOCCO)O allylmethoxytriethylene glycol